4-(4-methoxyphenyl)phthalazin-1(2H)-one COC1=CC=C(C=C1)C1=NNC(C2=CC=CC=C12)=O